2-(2-Hydroxyethyl)-7-methyl-3-(phenylamino)-3-(trifluoromethyl)-3,4-dihydroisoquinolin-1(2H)-one OCCN1C(C2=CC(=CC=C2CC1(C(F)(F)F)NC1=CC=CC=C1)C)=O